C(C=C)(=O)OCN(C)C N,N-dimethylaminomethyl acrylate